F.F[P-](F)(F)(F)(F)F.[Na+] sodium hexafluorophosphate hydrogen fluoride